COC(=O)C1=CC=C(C=C1)B1OC(C)(C)C(C)(C)O1 4-methoxyformyl-phenylboronic acid pinacol ester